N-((1r,3r)-3-((5-chloro-6-cyanopyridin-3-yl)oxy)-2,2,4,4-tetramethylcyclobutyl)-6-(4-formylpiperidin-1-yl)pyridazine-3-carboxamide ClC=1C=C(C=NC1C#N)OC1C(C(C1(C)C)NC(=O)C=1N=NC(=CC1)N1CCC(CC1)C=O)(C)C